1-Pentyl-4-Methylpiperidinium chlorid [Cl-].C(CCCC)[NH+]1CCC(CC1)C